6-(((5-nitrobenzo[d]oxazol-2-yl)methyl)thio)-1-phenyl-1,5-dihydro-4H-pyrazolo[3,4-d]pyrimidin-4-one [N+](=O)([O-])C=1C=CC2=C(N=C(O2)CSC=2NC(C3=C(N2)N(N=C3)C3=CC=CC=C3)=O)C1